C(CC(C(C(C)O)O)O)O 1,3,4,5-hexantetraol